nitrogen isopropyl-glycine C(C)(C)NCC(=O)O.[N]